1-ethoxy-2-nitro-4-(pentafluorosulfanyl)benzene C(C)OC1=C(C=C(C=C1)S(F)(F)(F)(F)F)[N+](=O)[O-]